N1CCC(CC1)OC1=C(C(=NC=C1)NC1=CC=C(C=C1)C(F)(F)F)C1=NOC(N1)=O 3-[4-(4-piperidinyloxy)-2-[4-(trifluoromethyl)anilino]-3-pyridyl]-4H-1,2,4-oxadiazol-5-one